NCCOCCNC(C1=C(C=C(C=C1)NC=1C=2N(C=CN1)C(=CN2)C=2C(=NN(C2)CC#N)C(F)(F)F)CC)=O N-[2-(2-aminoethoxy)ethyl]-4-[[3-[1-(cyanomethyl)-3-(trifluoromethyl)pyrazol-4-yl]imidazo[1,2-a]pyrazin-8-yl]amino]-2-ethylbenzamide